NC1=CC=CC=2N(C=NC21)[C@@H]2C[C@@H](CCC2)NC2=NC=C(C=N2)C#N 2-(((1R,3S)-3-(4-amino-1H-benzo[d]imidazol-1-yl)cyclohexyl)amino)pyrimidine-5-carbonitrile